COC(=O)C=1N(N=C(N1)N)CC1=CC=C(C=C1)OC.FC1=C(C=C(OC(C(=O)NCC2=CC=CC=C2)CC)C=C1)C(F)(F)F 2-[4-fluoro-3-trifluoromethylphenoxy]-N-(phenylmethyl)butanamide Methyl-5-amino-2-[(4-methoxyphenyl)methyl]-1,2,4-triazole-3-carboxylate